(R)-1-(((5,6-difluoro-1H-indol-2-yl)methyl)(methyl)amino)-8,9-difluoro-1,5-dihydro-2H-pyrano[3,4-c]isoquinolin-6(4H)-one FC=1C=C2C=C(NC2=CC1F)CN([C@H]1COCC=2NC(C=3C=C(C(=CC3C21)F)F)=O)C